NC1=NC2=CC=C(C=C2C(=N1)C(CC1CC1)(COC1OCCCC1)C=1C=NC=CC1)C=1C=C(C(N(C1)C)=O)C 5-(2-amino-4-(1-cyclopropyl-2-(pyridin-3-yl)-3-((tetrahydro-2H-pyran-2-yl)oxy)propan-2-yl)quinazoline-6-yl)-1,3-dimethylpyridin-2(1H)-one